(R)-1-(5-iodo-1H-indol-3-yl)propan-2-amine IC=1C=C2C(=CNC2=CC1)C[C@@H](C)N